O=C[C@H](O)[C@H](O)C(=O)OCCC propyl erythruronate